CC1=NSC(=C1)C=1CC=NCC1 4-(3-methylisothiazol-5-yl)-3,6-dihydropyridine